((6-(2-chloro-6-isopropyl-7H-pyrrolo[2,3-d]pyrimidin-7-yl)pyridin-2-yl)imino)dimethyl-λ6-sulfanone ClC=1N=CC2=C(N1)N(C(=C2)C(C)C)C2=CC=CC(=N2)N=S(=O)(C)C